NC1=NC=CC=C1CCCCCO 2-amino-3-(5-hydroxypentan-1-yl)pyridin